NC(CCN(C([C@@H](F)Cl)=O)NC(=O)[C@H](CC(C)C)NC(=O)C1=NN2C(C=CC=C2)=C1)=O |r| N-[rac-(1S)-1-[[(3-amino-3-oxo-propyl)-[rac-(2S)-2-chloro-2-fluoro-acetyl]amino]carbamoyl]-3-methyl-butyl]pyrazolo[1,5-a]pyridine-2-carboxamide